3-[[1-(2,2-Difluoroethyl)-5-methyl-pyrazol-4-yl]amino]-5-(methylamino)-6-(3-methylimidazo[4,5-c]pyridin-7-yl)pyrazin-2-carboxamid FC(CN1N=CC(=C1C)NC=1C(=NC(=C(N1)NC)C=1C2=C(C=NC1)N(C=N2)C)C(=O)N)F